Benzyl (1R,3R,5R)-2-azabicyclo[3.1.0]hexane-3-carboxylate hydrochloride Cl.[C@@H]12N[C@H](C[C@H]2C1)C(=O)OCC1=CC=CC=C1